(4-hydroxy-3-nitrophenyl)boronic acid OC1=C(C=C(C=C1)B(O)O)[N+](=O)[O-]